C1(=CC=CC=C1)NC1=NC=CC(=N1)C1=CC=CC=2C=C(OC21)C#CC(C)(O)C=2SC=CN2 4-(7-(2-(Phenylamino)pyrimidin-4-yl)benzofuran-2-yl)-2-(thiazol-2-yl)but-3-yn-2-ol